C(CCCCCCCCCCCCCCCCC)OC(CCCCCCC\C=C/CCCCCCCC)=O stearyloleate